4-((6-chloro-4-isopropylquinolin-3-yl)methyl)morpholin-3-one ClC=1C=C2C(=C(C=NC2=CC1)CN1C(COCC1)=O)C(C)C